Ethyl 4-((1R,3R,5S)-3-((5-cyclopropyl-3-(2-(trifluoromethoxy)phenyl)isoxazol-4-yl)methoxy)-8-azabicyclo[3.2.1]octan-8-yl)benzoate C1(CC1)C1=C(C(=NO1)C1=C(C=CC=C1)OC(F)(F)F)COC1C[C@H]2CC[C@@H](C1)N2C2=CC=C(C(=O)OCC)C=C2